ClC=1C=CC2=C(SC(=C2)C(C(=C)C2=CC=C(C=C2)OC(F)(F)F)=O)C1 1-(6-chlorobenzo[b]thiophen-2-yl)-2-(4-(trifluoromethoxy)phenyl)prop-2-en-1-one